[Pt+2].C1(CCC1)(C(=O)O)C(=O)O (1,1-cyclobutanedioic acid) platinum (II)